2-((tert-butoxycarbonyl)amino)-3-(2-cyano-4,5-difluorophenyl)propanoic acid C(C)(C)(C)OC(=O)NC(C(=O)O)CC1=C(C=C(C(=C1)F)F)C#N